BrC1=CC(=C(C(=O)OC)C=C1N1C[C@H](CC1)NC(=O)C1CC1)[N+](=O)[O-] methyl (S)-4-bromo-5-(3-(cyclopropanecarboxamido) pyrrolidin-1-yl)-2-nitrobenzoate